C(=O)O.ClC1=C(C(=O)NCCN2CCNCC2)C=CC(=C1)NC=1C=2N(C=CN1)C(=CN2)C2=C(C(=C(C=C2)OC(C)C#N)F)F 2-Chloro-4-[[3-[4-(1-cyanoethoxy)-2,3-difluoro-phenyl]imidazo[1,2-a]pyrazin-8-yl]amino]-N-(2-piperazin-1-ylethyl)benzamide formate